1-[(2R,6S)-6-[[bis(4-methoxyphenyl)-phenyl-methoxy]methyl]-4-cyclohexyl-6-(triisopropylsilyloxymethyl)morpholin-2-yl]-5-methyl-pyrimidine-2,4-dione COC1=CC=C(C=C1)C(OC[C@]1(O[C@H](CN(C1)C1CCCCC1)N1C(NC(C(=C1)C)=O)=O)CO[Si](C(C)C)(C(C)C)C(C)C)(C1=CC=CC=C1)C1=CC=C(C=C1)OC